5-(allylthio)-1-{[3-(2-chlorophenyl)-2-(2,4-difluorophenyl)oxetan-2-yl]methyl}-1H-1,2,4-triazole C(C=C)SC1=NC=NN1CC1(OCC1C1=C(C=CC=C1)Cl)C1=C(C=C(C=C1)F)F